N1(N=CC=C2C1=NC=N2)C2=CC=C(C(=O)N)C=C2 4-IMIDAZOPYRIDAZINE-1-YL-BENZAMIDE